CC1(CCOCC1)CN (4-methyltetrahydropyran-4-yl)methanamine